FC1=CC2=C(N=C(S2)NS(=O)(=O)C2=CC(=CC=C2)[N+](=O)[O-])C=C1 N-(6-fluorobenzo[d]thiazol-2-yl)-3-nitrobenzenesulfonamide